ClC=1C=C(C=CC1)C(C(OC(=O)N[C@H](C(=O)O)CC1CCCCC1)C1=CC=CC=C1)(F)F (2S)-2-(((2-(3-chlorophenyl)-2,2-difluoro-1-phenylethoxy)carbonyl)amino)-3-cyclohexylpropanoic acid